C(#N)N1CC(CC1)NC(=O)C1CN(C(C1)=O)C1=CC=CC=C1 N-(1-cyanopyrrolidin-3-yl)-5-oxo-1-phenylpyrrolidine-3-carboxamide